COC(C1=C(C=C(C=C1)C([2H])([2H])[2H])C1=CC(=NC=C1OC)Cl)=O 2-(2-chloro-5-methoxypyridin-4-yl)-4-(methyl-d3)benzoic acid methyl ester